Cl.S1C(=NC=C1)[C@H]1C[C@H](NC1)C(=O)OC methyl (2S,4S)-4-(thiazol-2-yl)pyrrolidine-2-carboxylate hydrochloride